N-[1-(2-aminoethyl)-5-methyl-indolin-6-yl]-2-[3-methyl-5-(1-piperidylsulfonyl)indol-1-yl]propanamide NCCN1CCC2=CC(=C(C=C12)NC(C(C)N1C=C(C2=CC(=CC=C12)S(=O)(=O)N1CCCCC1)C)=O)C